N1N=NN=C1C1=C(C=CC=C1)C1=NC(=CC(=C1)NC(=O)NC1=C(C=CC=C1)C(F)(F)F)N(CCC)CC1=CC=CC=C1 1-(2-(2-(1H-tetrazol-5-yl)phenyl)-6-(benzyl(propyl)amino)pyridin-4-yl)-3-(2-(trifluoromethyl)phenyl)urea